carbamimidoyl-carbamic acid 3-[6-(3,3-diethoxyazetidin-1-yl)-5-fluoropyridin-3-yl]-2-fluorobenzyl ester C(C)OC1(CN(C1)C1=C(C=C(C=N1)C=1C(=C(COC(NC(N)=N)=O)C=CC1)F)F)OCC